1-(6-chloro-3-(4-(methylsulfonyl)piperidine-1-carbonyl)quinolin-4-yl)-4-phenylpiperidine-4-carbonitrile ClC=1C=C2C(=C(C=NC2=CC1)C(=O)N1CCC(CC1)S(=O)(=O)C)N1CCC(CC1)(C#N)C1=CC=CC=C1